C(C)(C)(C)OC(C1=C(N=C(C=C1)Cl)CCCCCOS(=O)(=O)C1=CC=C(C)C=C1)=O 6-chloro-2-(5-(p-toluenesulfonyloxy)pentyl)nicotinic acid tert-butyl ester